2-{[TRIS(hydroxymethyl)-methyl]amino}ethanesulfonic acid OCC(CO)(CO)NCCS(=O)(=O)O